CC1=C(C=C(C=C1)CC(=O)O)CCN[C@@H]([C@H]1CNC2=C(N1)N=CC=C2)C2=CC=CC=C2 2-(4-methyl-3-(2-(((R)-phenyl((R)-1,2,3,4-tetrahydropyrido[2,3-b]pyrazin-3-yl)methyl)amino)ethyl)phenyl)acetic acid